2-bromo-N-(2-cyclopropyl-4-oxoquinazolin-3-yl)-5-methoxybenzamide BrC1=C(C(=O)NN2C(=NC3=CC=CC=C3C2=O)C2CC2)C=C(C=C1)OC